ClC1=C(C=CC(=C1)C(F)(F)F)NC(CN1C=2N(C(C3=C1COC31CCNCC1)=O)N=C(N2)C=2CCOCC2)=O N-(2-chloro-4-(trifluoromethyl)phenyl)-2-(2-(3,6-dihydro-2H-pyran-4-yl)-8-oxo-5,8-dihydro-4H-spiro[furo[3,4-d][1,2,4]triazolo[1,5-a]pyrimidine-7,4'-piperidin]-4-yl)acetamide